N-tert-butyl-8-(3-hydroxyprop-1-ynyl)-7-methoxy-N-methyl-1-(thiophen-3-yl)-1,4-dihydrochromeno[4,3-c]pyrazole-3-carboxamide C(C)(C)(C)N(C(=O)C=1C2=C(N(N1)C1=CSC=C1)C=1C=C(C(=CC1OC2)OC)C#CCO)C